2-(2H-benzotriazol-2-yl)-4-methyl-6-(2-methyl-3-(1,3,3,3-tetramethyl-1-(trimethylsilyloxy)disiloxanyl)propyl)phenol N=1N(N=C2C1C=CC=C2)C2=C(C(=CC(=C2)C)CC(C[Si](O[Si](C)(C)C)(O[Si](C)(C)C)C)C)O